CC1(C(=O)OC(C1)C)C dimethyl-γ-valerolactone